COC(=O)[C@H]1NC(CC1)C(C(=O)OCC)(F)F (2S)-5-(2-ethoxy-1,1-difluoro-2-oxoethyl)pyrrolidine-2-carboxylic acid methyl ester